CN1C(NC2=C(C1=O)N=CC(=C2)CN2CCN(CC2)C=2C=CC(=NC2)C(=O)NC)=O 5-(4-((3-methyl-2,4-dioxo-1,2,3,4-tetrahydropyrido[3,2-d]pyrimidin-7-yl)methyl)piperazin-1-yl)-N-methylpicolinamide